N1C=C(C2=CC=CC=C12)C[C@@H]1N(CCC2=CC(=C(C=C12)OCC)OC)C(COC)=O (S)-1-(1-((1H-indol-3-yl)methyl)-7-ethoxy-6-meth-oxy-3,4-dihydroisoquinoline-2(1H)-yl)-2-methoxy-ethane-1-one